octyl-(tributyl)phosphonium chloride [Cl-].C(CCCCCCC)[P+](CCCC)(CCCC)CCCC